3-(4-(ethylsulfonamido)phenyl)-5-((2-methoxypyrimidin-4-yl)amino)-1H-pyrazole-4-carboxamide C(C)S(=O)(=O)NC1=CC=C(C=C1)C1=NNC(=C1C(=O)N)NC1=NC(=NC=C1)OC